5-(2-fluoro-6-hydroxy-3-(1-isopentyl-1H-imidazol-4-yl)phenyl)-1,2,5-thiadiazolidin-3-one 1,1-dioxide FC1=C(C(=CC=C1C=1N=CN(C1)CCC(C)C)O)N1CC(NS1(=O)=O)=O